OCC1=CC(=NC=C1)C(=O)N 4-(hydroxymethyl)picolinamide